C(#N)[C@H](C[C@@H]1C(NCC1)=O)NC(=O)[C@@H]1N([C@@H]2CC([C@H]1CC2)(F)F)C([C@H](CC2CCC2)NC(C(F)(F)F)=O)=O (1S,3R,4S)-N-((S)-1-cyano-2-((R)-2-oxopyrrolidin-3-yl)ethyl)-2-((S)-3-cyclobutyl-2-(2,2,2-trifluoroacetamido)propanoyl)-5,5-difluoro-2-azabicyclo[2.2.2]octane-3-carboxamide